methionyl-triazine N[C@@H](CCSC)C(=O)C1=NN=NC=C1